C(C)(C)(C)OC(=O)N1C[C@H](CC=C1C=1C=NC=C(C1)Cl)C.COC(=O)OC1=CC=C(C=C1)[S+](C)C |r| (4-((methoxycarbonyl)oxy)phenyl)dimethylsulfonium tert-Butyl-rac-(3S)-6-(5-chloro-3-pyridyl)-3-methyl-3,4-dihydro-2H-pyridine-1-carboxylate